CNCCC(C1=CC=CC=C1)Cl 2-(methylamino)ethylbenzyl chloride